3-([3,4'-bipiperidin]-1-yl)-1-methylcyclobutane-1-carboxylic acid N1(CC(CCC1)C1CCNCC1)C1CC(C1)(C(=O)O)C